C(C)OC(\C=C\C=1C2=C(SC1)C=CS2)=O.CN2N=CC(=C2)C2=NN1C(=NC=3C(=CC=CC3C1=N2)C(C)C)N[C@H]2C(NCCCC2)=O (3R)-3-{[2-(1-methyl-1H-pyrazol-4-yl)-7-(propan-2-yl)[1,2,4]triazolo[1,5-c]quinazolin-5-yl]amino}azepan-2-one ethyl-(E)-3-(thieno[3,2-b]thiophen-3-yl)acrylate